5-{2-[2-(2,4-dimethoxybenzenesulfonamido)phenyl]ethynyl}pyridine-2-carboxylic acid COC1=C(C=CC(=C1)OC)S(=O)(=O)NC1=C(C=CC=C1)C#CC=1C=CC(=NC1)C(=O)O